N-(5-hydroxy-pyridin-2-yl)-5-isopropoxy-pentanamide OC=1C=CC(=NC1)NC(CCCCOC(C)C)=O